1,2,3-triazine ((2S,4R,5R)-4-acetoxy-5-(2-amino-7-(4-fluorobenzyl)-8-oxo-7,8-dihydro-9H-purin-9-yl)tetrahydrofuran-2-yl)methylacetat C(C)(=O)O[C@@H]1C[C@H](O[C@H]1N1C2=NC(=NC=C2N(C1=O)CC1=CC=C(C=C1)F)N)COC(C)=O.N1=NN=CC=C1